hydrogen peroxide, phosphonium salt [PH4+].OO